COC(NS(=O)(=O)C=1SC(=CC1C1=CC=C(C=C1)C(C)N1C(=NC=C1)C)CC(C)C)=O ((5-isobutyl-3-(4-(1-(2-methyl-1H-imidazol-1-yl)ethyl)phenyl)thiophen-2-yl)sulfonyl)carbamic acid methyl ester